N-((1-benzyl-1H-1,2,3-triazol-4-yl)methyl)-3-chloro-5-(trifluoromethyl)pyridineamide C(C1=CC=CC=C1)N1N=NC(=C1)CNC(=O)C1=NC=C(C=C1Cl)C(F)(F)F